N=1C2=C(OC=CC=CC1)C=CC=1N2C=CN1 imidazo[1',2':1,6]pyrido[3,2-b][1,4]oxazonine